1-(4-methylphenyl)butan-2-one CC1=CC=C(C=C1)CC(CC)=O